N1CCC(CC1)C1=C(N=NC(=C1)C1=CC=NN1)N 4-(4-piperidyl)-6-(1H-pyrazol-5-yl)pyridazin-3-amine